C(C)(=O)OC1C(OC(C(C1OC(C)=O)OC(C)=O)C(=O)OC)N=[N+]=[N-] 2-azido-6-(methoxycarbonyl)tetrahydro-2H-pyran-3,4,5-triyl triacetate